C(C)(=O)N[C@H](C(=O)O)CC1=CNC2=CC=CC=C12 (2S)-2-acetamido-3-(1H-indol-3-yl)propionic acid